(4-(4-(8-bromoquinoxalin-2-yl)-1H-pyrazol-1-yl)piperidin-1-yl)-N-((2-(2,6-dioxopiperidin-3-yl)-1-oxoisoindolin-5-yl)methyl)-2,2-difluoro-5-oxopentanoic acid amide BrC=1C=CC=C2N=CC(=NC12)C=1C=NN(C1)C1CCN(CC1)C(C(C(=O)NCC=1C=C2CN(C(C2=CC1)=O)C1C(NC(CC1)=O)=O)(F)F)CC=O